C(#N)C(COOCC)NC(C1=CC=C(C=C1)Br)=O N-(1-cyano-2-ethylperoxyethyl)-4-bromobenzamide